tert-butyl 4-(4-amino-5-fluoro-2-methoxyphenyl)piperazine-1-carboxylate NC1=CC(=C(C=C1F)N1CCN(CC1)C(=O)OC(C)(C)C)OC